BrC=1C=C(N2C=CC=CC12)C(=O)C1=CC=C(C=C1)N(CC)CC (1-bromoindolizin-3-yl)(4-(diethylamino)phenyl)methanone